4,13-Dioxo-3,14-dioxa-5,12-diazahexadecan O=C(OCC)NCCCCCCNC(OCC)=O